C(C)(C)(C)OC(NCC1=CC(=CC=C1)CN1C=CC2=CC=C(C=C12)CN)=O (3-((6-(aminomethyl)-1H-indol-1-yl)methyl)benzyl)carbamic acid tert-butyl ester